C(C)(=O)C1=NN(C2=C(C=C(C=C12)C=1C=NC(=NC1)[C@@H](C)O)C)CC(=O)N1[C@@H]2C[C@@]2(C[C@H]1C(=O)NC1=NC(=CC=C1C)Br)C (1R,3S,5R)-2-(2-(3-acetyl-5-(2-((R)-1-hydroxyethyl)pyrimidin-5-yl)-7-methyl-1H-indazol-1-yl)acetyl)-N-(6-bromo-3-methylpyridin-2-yl)-5-methyl-2-azabicyclo[3.1.0]hexane-3-carboxamide